O=C(CC(=O)OCCCCO)C (R)-hydroxybutyl 3-oxobutyrate